6-[3-(5-chloro-2-methoxypyridine-3-sulfonamido)-2,6-difluorophenyl]-N-[2-(2-oxopyrrolidin-1-yl)ethyl]imidazo[1,5-a]pyrazine-1-carboxamide ClC=1C=C(C(=NC1)OC)S(=O)(=O)NC=1C(=C(C(=CC1)F)C=1N=CC=2N(C1)C=NC2C(=O)NCCN2C(CCC2)=O)F